F[C@]1(CN(CC[C@H]1O)C1=NC=CC(=N1)NC=1C=C2C(=CN=C(C2=CN1)C(=O)NC1COC1)C(C)C)C 6-((2-((3S,4r)-3-fluoro-4-hydroxy-3-methylpiperidin-1-yl)pyrimidin-4-yl)amino)-4-isopropyl-N-(oxetan-3-yl)-2,7-naphthyridine-1-carboxamide